CC(CO)(C=C)SC[C@@H](C(=O)NCC(=O)O)NC(=O)CC[C@@H](C(=O)O)N The molecule is a glutathione derivative in which the thiol hydrogen of glutathione is replaced by a 1-hydroxy-2-methylbut-3-en-2-yl group. It is a conjugate acid of a S-(1-hydroxy-2-methylbut-3-en-2-yl)glutathione(1-).